O[C@@](CNC[C@@H](C)NS(=O)(=O)C=1C=C2C=CN=CC2=CC1)(C)C1=CC=CC=C1 N-[(R)-1-{(S)-2-Hydroxy-2-phenylpropylamino}propan-2-yl]isochinolin-6-sulfonamid